tetraethylene glycol ditosylate S(=O)(=O)(C1=CC=C(C)C=C1)OCCOCCOCCOCCOS(=O)(=O)C1=CC=C(C)C=C1